C(CCCCCCC)C(C(OCC)(OCC)OC1=CC=CC=C1)S(=O)(=O)[O-].[Na+] sodium octylphenoxydiethoxyethylsulfonate